CC(C#C)(CCC=C(C)C)O 3,7-dimethyloct-1-yn-6-en-3-ol